1-(4-bromo-2-chloro-6-methylphenyl)pyrrolidin-2-one BrC1=CC(=C(C(=C1)C)N1C(CCC1)=O)Cl